3-(1,4-dimethyl-1H-benzo[d][1,2,3]triazol-5-yl)-3-(3-(((R)-2-ethyl-2,3,5,8,9,10-hexahydro-4H-indeno[5,4-f][1,4]oxazepin-4-yl)methyl)-4-methylphenyl)-2,2-dimethylpropanoic Acid CN1N=NC2=C1C=CC(=C2C)C(C(C(=O)O)(C)C)C2=CC(=C(C=C2)C)CN2C[C@H](OC1=C(C2)C=CC=2CCCC21)CC